tert-butyl 8-chloro-7-[7-({3-methyl-4-[2-(morpholin-4-yl)acetamido]phenyl}amino)-1,2,3,4-tetrahydro-2,6-naphthyridin-2-yl]-1H,2H,3H-pyrido[2,3-b][1,4]oxazine-1-carboxylate ClC1=C(C=NC=2OCCN(C21)C(=O)OC(C)(C)C)N2CC1=CC(=NC=C1CC2)NC2=CC(=C(C=C2)NC(CN2CCOCC2)=O)C